5-bromo-3-methoxy-1-tosyl-1H-pyrrolo[2,3-b]pyridine BrC=1C=C2C(=NC1)N(C=C2OC)S(=O)(=O)C2=CC=C(C)C=C2